[2,6-dimethoxy-4-[5-(1-methylpyrazol-4-yl)benzimidazol-1-yl]phenyl]-[4-(trifluoromethoxy)-1-piperidyl]methanone COC1=C(C(=CC(=C1)N1C=NC2=C1C=CC(=C2)C=2C=NN(C2)C)OC)C(=O)N2CCC(CC2)OC(F)(F)F